1-bromotetrafluoroethane BrC(C(F)F)(F)F